FC1([C@@H](CNCC1)NC=1C2=C(N=CN1)C(=CC(=N2)C2=CC=C(C=C2)CN2[C@@H](COC[C@@H]2C)C)C(=O)N)F 4-[[(3R)-4,4-difluoropiperidin-3-yl]amino]-6-(4-[[(3R,5S)-3,5-dimethylmorpholin-4-yl]methyl]phenyl)pyrido[3,2-d]pyrimidine-8-carboxamide